1-[(3S)-3-[4-[3-chloro-4-[[(3R)-tetrahydrofuran-3-yl]methoxy]anilino]pyrido[3,2-d]pyrimidin-6-yl]oxypyrrolidin-1-yl]prop-2-en-1-one ClC=1C=C(NC=2C3=C(N=CN2)C=CC(=N3)O[C@@H]3CN(CC3)C(C=C)=O)C=CC1OC[C@H]1COCC1